anilinopyridin N(C1=CC=CC=C1)C1=NC=CC=C1